CN1CCN(CC1)CN (4-methylpiperazin-1-yl)methanamine